N-(3-(4-cyclopropyl-1H-imidazol-1-yl)phenyl)-6-(4-isopropyl-4H-1,2,4-triazol-3-yl)picolinamide C1(CC1)C=1N=CN(C1)C=1C=C(C=CC1)NC(C1=NC(=CC=C1)C1=NN=CN1C(C)C)=O